1-tert-butyl-N-(3-cyano-4-methyl-1H-indol-7-yl)pyrazole-4-sulfonamide C(C)(C)(C)N1N=CC(=C1)S(=O)(=O)NC=1C=CC(=C2C(=CNC12)C#N)C